BrC1=CC2=C(N(C(N2C)=O)C)C=C1 5-Bromo-1,3-dimethyl-benzoimidazol-2-one